ClC1=CC=2N(C=C1)N=CC2C2=NC(=CC=C2)[C@@H]2CNCCC2 5-chloro-3-[6-[(3S)-3-piperidyl]-2-pyridyl]pyrazolo[1,5-a]pyridine